OCC1(C=O)CC=CO1 2-hydroxymethylfurfural